NC=1C(=C(C=C2C=C(N=CC12)NC(=O)C1C(C1C=1C=NN(C1)C)C=1N=CNC1)C=1C=NC=CC1C)F trans-N-(8-amino-7-fluoro-6-(4-methylpyridin-3-yl)isoquinolin-3-yl)-2-(1H-imidazol-4-yl)-3-(1-methyl-1H-pyrazol-4-yl)cyclopropane-1-carboxamide